beta-homothreonine N[C@@H]([C@H](O)C)CC(=O)O